1-Bromo-3-((4-nitrophenyl)sulfonyl)benzene BrC1=CC(=CC=C1)S(=O)(=O)C1=CC=C(C=C1)[N+](=O)[O-]